tert-butyl 7-(2-(((1-methyl-1H-indazol-5-yl)methyl)amino)ethyl)-6,8-dioxa-2-azaspiro[3.5]nonane-2-carboxylate CN1N=CC2=CC(=CC=C12)CNCCC1OCC2(CN(C2)C(=O)OC(C)(C)C)CO1